4-(piperidin-4-yl)aniline N1CCC(CC1)C1=CC=C(N)C=C1